NC=1C=CC(=NC1)C(C(C)(C=1C=NN(C1)CC(F)(F)F)C)=O 1-(5-aminopyridin-2-yl)-2-methyl-2-(1-(2,2,2-trifluoroethyl)-1H-pyrazol-4-yl)propane-1-one